(3-fluoro-4-((1-isopropyl-2-keto-2,3-dihydro-1H-imidazo[4,5-b]pyridin-7-yl)oxy)phenyl)-1-(3-methylpyridin-2-yl)-5-(trifluoromethyl)-1H-pyrazole-4-carboxamide FC=1C=C(C=CC1OC1=C2C(=NC=C1)NC(N2C(C)C)=O)C2=NN(C(=C2C(=O)N)C(F)(F)F)C2=NC=CC=C2C